5-(2-((3-methoxypropyl)amino)-6H-1,3,4-thiadiazin-5-yl)-1H-benzo[d]imidazol-2(3H)-one COCCCNC=1SCC(=NN1)C1=CC2=C(NC(N2)=O)C=C1